C(C)OCOC1=C2C(=CNC2=CC=C1)CCN(C)C 2-(4-(ethoxymethoxy)-1H-indol-3-yl)-N,N-dimethylethan-1-amine